C1(C2=CC=C(C(=O)OCCCCCO1)C=C2)=O pentylene terephthalate